bis[(difluoroboryl)-dimethylglyoxime] cobalt (II) [Co+2].FB(F)ON=C(C(=NO)C)C.FB(F)ON=C(C(=NO)C)C